N,N'-propylenebismaleimide C(C(C)N1C(C=CC1=O)=O)N1C(C=CC1=O)=O